tert-butyl (3S)-3-[(6-nitrothieno[3,2-b]pyridin-7-yl)amino]piperidine-1-carboxylate [N+](=O)([O-])C=1C(=C2C(=NC1)C=CS2)N[C@@H]2CN(CCC2)C(=O)OC(C)(C)C